1-(6-chloropyrazin-2-yl)ethanone ClC1=CN=CC(=N1)C(C)=O